BrC=1C(NC=NC1)=O 5-bromo-3,4-dihydropyrimidin-4-one